The molecule is a ribonucleoside 5'-monophosphate having methyl (2S)-2-amino-4-(6-methyl-9-oxo-4,9-dihydro-3H-imidazo[1,2-a]purin-7-yl)butanoate as the nucleobase. It is a ribonucleoside 5'-monophosphate and a methyl ester. It derives from a guanosine. CC1=C(N2C(=O)C3=C(N(C2=N1)C)N(C=N3)[C@H]4[C@@H]([C@@H]([C@H](O4)COP(=O)(O)O)O)O)CC[C@@H](C(=O)OC)N